OCCN1CCN(CC1)CCNC=C1C(C(C(CC1=O)C1=CC=CC=C1)C(=O)OCC)=O ethyl 3-(((2-(4-(2-hydroxyethyl)piperazin-1-yl)ethyl)amino)methylene)-2,4-dioxo-6-phenylcyclohexane-1-carboxylate